5-bromo-1,2-dihydropyridine-2-carbonitrile BrC=1C=CC(NC1)C#N